C1(CC1)COC1=CC=C(C=C1)C1(CN(C1)C=1N=C(C2=C(N1)CC[S@]2=O)NC2(CCC2)CO)OC |r| (R/S)-2-(3-(4-(cyclopropylmethoxy)phenyl)-3-methoxyazetidin-1-yl)-4-((1-(hydroxymethyl)cyclobutyl)amino)-6,7-dihydrothieno[3,2-d]pyrimidine 5-oxide